ClC=1C(=NC(=C(C1)C1=CC=C(C=C1)C1CCNCC1)F)N 3-chloro-6-fluoro-5-(4-(piperidin-4-yl)phenyl)pyridin-2-amine